ClC=1C(=CC(=C(C1)C1=C(C=C2C(NC(N3C2=C1SC[C@H](C3)OC3=CC=NC=C3)=O)=O)C(F)(F)F)F)F (3S)-11-(5-chloro-2,4-difluorophenyl)-3-(pyridin-4-yloxy)-10-(trifluoromethyl)-3,4-dihydro-2H,6H-[1,4]thiazepino[2,3,4-ij]quinazoline-6,8(7H)-dione